OC1=CN=C(C2=CC(=CC=C12)OC1=CC=CC=C1)CO 4-hydroxy-1-(hydroxymethyl)-7-phenoxyisoquinoline